N-isopropyl-N-methylnaphthalen-1-amine C(C)(C)N(C1=CC=CC2=CC=CC=C12)C